C(CCC)N=NCCCCCC butylazo-(hexane)